[Br-].CC=1C=C(C=C(C1)C)[Zn+] 3,5-dimethylphenyl-zinc bromide